C(C)(C)[Si](N1C=CC=2C1=NC=CC2)(C(C)C)C(C)C 1-(triisopropylsilyl)-1H-pyrrolo[2,3-b]pyridine